2-(1-(tert-Butoxycarbonyl)piperidin-4-yl)-6-isopropyl-4H-pyrrolo[2,3-d]thiazole-4-carboxylic acid tert-butyl ester C(C)(C)(C)OC(=O)N1C=C(C2=C1N=C(S2)C2CCN(CC2)C(=O)OC(C)(C)C)C(C)C